(4aR,8aS)-6-((R or S)-3-(3-Chloro-5-(2,2,2-trifluoroethoxy)phenyl)pyrrolidine-1-carbonyl)hexahydro-2H-pyrido[4,3-b][1,4]oxazin-3(4H)-one ClC=1C=C(C=C(C1)OCC(F)(F)F)[C@@H]1CN(CC1)C(=O)N1C[C@@H]2[C@@H](OCC(N2)=O)CC1 |o1:13|